6-ethyl-2,4,6-trimethyl-1,3-cyclohexadiene C(C)C1(CC(=CC(=C1)C)C)C